CC1=CC=2N(C=C1)N=CC2C2=CC=CC(=N2)C2CN(CCC2)C(=O)OC(C)(C)C tert-butyl 3-[6-(5-methylpyrazolo[1,5-a]pyridin-3-yl)-2-pyridyl]piperidine-1-carboxylate